C(=O)([O-])[C@H](O)[C@@H](O)C(=O)[O-] L-(+)-tartrat